CC1=CC=C(C=C1)OP(=O)(OC2=CC=CC=C2)OC3=CC=CC=C3 Diphenyl tolyl phosphate